ClC1=CC=CC(=N1)OCCO/C=C/C1=CC(=NN1C)C1=C2C=C(N=CC2=C(N=C1)NC)NC(=O)C1CC1 N-[5-[5-[(E)-2-[2-[(6-chloro-2-pyridyl)oxy]ethoxy]vinyl]-1-methyl-pyrazol-3-yl]-8-(methylamino)-2,7-naphthyridin-3-yl]cyclopropanecarboxamide